NC1=NC(=NN1C(=O)C=1SC=CC1C)NC1=CC=C(C=C1)S(=O)(=O)N1CCN(CC1)CC=1C=C(C=CC1)NC1C(NC(CC1)=O)=O 3-((3-((4-((4-((5-amino-1-(3-methylthiophene-2-carbonyl)-1H-1,2,4-triazol-3-yl)amino)phenyl)sulfonyl)piperazin-1-yl)methyl)phenyl)amino)piperidine-2,6-dione